3-(2-methylthiazol-5-yl)-5-(trifluoromethyl)-1,2,4-oxadiazole CC=1SC(=CN1)C1=NOC(=N1)C(F)(F)F